COC=1C=C(C=CC1NCC#CC=1N(C2=CC=CC(=C2C1)NC1CCC(CC1)N1C[C@H]([C@@H](C1)O)O)CC(F)(F)F)S(=O)(=O)N 3-methoxy-4-{[3-(4-{[(1s,4s)-4-[(3R,4R)-3,4-dihydroxypyrrolidin-1-yl]cyclohexyl]amino}-1-(2,2,2-trifluoroethyl)-1H-indol-2-yl)prop-2-yn-1-yl]amino}benzene-1-sulfonamide